1-(3-Chlorophenylethynyl)-3-methylbenzene ClC=1C=C(C=CC1)C#CC1=CC(=CC=C1)C